(1-(6-(trifluoromethyl)pyridin-2-yl)piperidin-4-yl)methanol FC(C1=CC=CC(=N1)N1CCC(CC1)CO)(F)F